4-(7-(6-cyano-5-(trifluoromethyl)pyridin-3-yl)-6,8-dioxo-5,7-diazaspiro[3.4]oct-5-yl)-2-fluoro-N-methylbenzamide C(#N)C1=C(C=C(C=N1)N1C(N(C2(CCC2)C1=O)C1=CC(=C(C(=O)NC)C=C1)F)=O)C(F)(F)F